N1(N=CC=C1)CCNC(=O)C1=NOC(=C1)C1=C(C=CC=C1)Cl N-(2-(1H-pyrazol-1-yl)ethyl)-5-(2-chlorophenyl)isoxazole-3-carboxamide